CC=1CCC(C(C1)C=1C(=C(C(=CC1O)CCCCC)S(=O)(=O)N1CCN(CC1)C)O)C(=C)C 5'-methyl-3-((4-methylpiperazin-1-yl)sulfonyl)-4-pentyl-2'-(prop-1-en-2-yl)-1',2',3',4'-tetrahydro-[1,1'-biphenyl]-2,6-diol